C(C)(=O)N1CC(CCC1)SC1=NN(C2=NC(=CN=C21)N2CCC(CC2)(C)NC(OC(C)(C)C)=O)CC2=CC=C(C=C2)OC tert-butyl N-[1-[3-[(1-acetyl-3-piperidyl)sulfanyl]-1-[(4-methoxyphenyl)methyl]pyrazolo[3,4-b]pyrazin-6-yl]-4-methyl-4-piperidyl]carbamate